COC=1C=C(C=C(C1OC)OC)N1C(=NC2=C1C=CC=C2)C2=C(C=C(C=C2)O)O 4-(1-(3,4,5-trimethoxyphenyl)-1H-benzo[d]imidazol-2-yl)benzene-1,3-diol